OC[C@@H](CC12CC(C1)(C2)C)NC(OC(C)(C)C)=O tert-butyl N-[(1R)-1-(hydroxymethyl)-2-(3-methyl-1-bicyclo[1.1.1]pentanyl)ethyl]carbamate